3-(2,3-epoxypropoxy)propyl-trihydroxysilane C(C1CO1)OCCC[Si](O)(O)O